4-((6-(7-((3-((2,6-dimethylphenyl)amino)-1-methyl-1H-pyrazolo[3,4-d]pyrimidin-6-yl)amino)-3,4-dihydroisoquinolin-2(1H)-yl)-6-oxohexyl)amino)-2-(2,6-dioxopiperidin-3-yl)isoindoline CC1=C(C(=CC=C1)C)NC1=NN(C2=NC(=NC=C21)NC2=CC=C1CCN(CC1=C2)C(CCCCCNC2=C1CN(CC1=CC=C2)C2C(NC(CC2)=O)=O)=O)C